2,N-dicyclohexyl-2-(2-furan-3-yl-benzoimidazol-1-yl)-acetamide C1(CCCCC1)C(C(=O)NC1CCCCC1)N1C(=NC2=C1C=CC=C2)C2=COC=C2